(1R,2R)-N-[6-[4-((3S,4S)-4-fluoro-3-methyl-tetrahydrofuran-3-yl)piperazin-1-yl]-7-methyl-3-isoquinolinyl]-2-(1-methylpyrazol-3-yl)cyclopropanecarboxamide F[C@H]1[C@@](COC1)(C)N1CCN(CC1)C=1C=C2C=C(N=CC2=CC1C)NC(=O)[C@H]1[C@@H](C1)C1=NN(C=C1)C